BrC=1C=C2C(=CC1)CNCC21CC1 6-bromospiro[2,3-dihydroisoquinoline-4,1'-cyclopropane]